COC1=NC=C(C(=N1)OC)C=1C=C(C=2N(N1)C=CN2)[C@@H]2[C@H](C2)C2=C(C=CC=C2)OC(F)(F)F |r| racemic-6-(2,4-dimethoxypyrimidin-5-yl)-8-((1S,2S)-2-(2-(trifluoromethoxy)phenyl)cyclopropyl)imidazo[1,2-b]pyridazine